BrC1=CC=C(C(=O)N[C@@H](C(=O)N2C(CC(C2)N2N=NC=C2C(C)(C)O)C(=O)N)CC2CCCCC2)C=C1 1-((R)-2-(4-bromobenzamido)-3-cyclohexylpropanoyl)-4-(5-(2-hydroxypropan-2-yl)-1H-1,2,3-triazol-1-yl)pyrrolidine-2-carboxamide